trihydroxymonosilane O[SiH](O)O